tetrapropylthiuram disulphide C(CC)N(C(SSC(N(CCC)CCC)=S)=S)CCC